C(C)OC(/C=C/C(=C/C1=CC=C(C=C1)C)/C)OCC 1-((1E,3E)-5,5-diethoxy-2-methylpent-1,3-dien-1-yl)-4-methylbenzene